P.[N] nitrogen phosphine